2-((((2S,4R)-4-fluoro-1-methylpyrrolidin-2-yl)methoxy)-7-(5,6,7,8-tetrahydroisoquinolin-4-yl)quinazolin-4-ylpiperazin-2-yl)acetonitrile F[C@@H]1C[C@H](N(C1)C)COC1(N(CCNC1)C1=NC=NC2=CC(=CC=C12)C1=CN=CC=2CCCCC12)CC#N